1,9-decadiene C=CCCCCCCC=C